N-(2-(3-((2-methoxy-4-(methylsulfonyl)phenyl)amino)prop-1-yn-1-yl)-3-(2,2,2-trifluoroethyl)benzo[b]thiophen-7-yl)-8-azabicyclo[3.2.1]octan-3-amine COC1=C(C=CC(=C1)S(=O)(=O)C)NCC#CC1=C(C2=C(S1)C(=CC=C2)NC2CC1CCC(C2)N1)CC(F)(F)F